FC1=CC=C2C(=CNC(C2=C1)=O)[C@H](C)N(C(=O)NC1=CC=C(C=C1)F)C (S)-1-(1-(7-fluoro-1-oxo-1,2-dihydroisoquinolin-4-yl)ethyl)-3-(4-fluorophenyl)-1-methylurea